butyrophenone p-toluenesulfonate CC1=CC=C(C=C1)S(=O)(=O)O.C(CCC)(=O)C1=CC=CC=C1